8-(N-2-hydroxy-5-chloro-benzoyl)-amino-caprylic acid C1=CC(=C(C=C1Cl)C(=O)NCCCCCCCC(=O)O)O